Cobalt-Iron (Oxy)Hydroxide Oxygen [O].O(O)O.[Fe].[Co]